CN1C(=NC2=C(C=C(C=C2C1=O)C)[C@H](C)OC1=C(C=CC=C1)S(=O)(=O)C)N1CCOCC1 3,6-dimethyl-8-[(1S)-1-(2-methylsulfonylphenoxy)ethyl]-2-morpholino-quinazolin-4-one